2,2-dimethyl-2,3-dihydro-1-benzofuran-5-sulfonamide CC1(OC2=C(C1)C=C(C=C2)S(=O)(=O)N)C